C1(CCCCC1)N1N=CC=C1C=1N=C(OC1C(=O)N)C1=CC(=C(C=C1)F)O (1-cyclohexyl-1H-pyrazol-5-yl)-2-(4-fluoro-3-hydroxyphenyl)oxazole-5-carboxamide